ClC=1C(=C(C#N)C=C(C1)C(C)(C)C1=CC=C(C=C1)O)OC 3-chloro-5-(2-(4-hydroxyphenyl)propan-2-yl)-2-methoxybenzonitrile